(2S,4R)-4-(3-pyridylmethoxy)-pyrrolidine-2-carboxylic acid N1=CC(=CC=C1)CO[C@@H]1C[C@H](NC1)C(=O)O